2-(4-bromomethylphenyl)benzofuran 13-((tert-butyldiphenylsilyl)oxy)-3-nonyltridecanoate [Si](C1=CC=CC=C1)(C1=CC=CC=C1)(C(C)(C)C)OCCCCCCCCCCC(CC(=O)O)CCCCCCCCC.BrCC1=CC=C(C=C1)C=1OC2=C(C1)C=CC=C2